1,3-dipropyltetramethyldisilazane C(CC)[Si](N[Si](CCC)(C)C)(C)C